C1=CC=CC=2C3=CC=CC=C3C(C12)COC(=O)N[C@@H](CS)C(=O)O N-(9-fluorenylmethoxycarbonyl)-L-cysteine